BrC1=C(C(=NC=C1)N)C 4-bromo-3-methylpyridin-2-amine